tert-butyl 3-[8-[(2,4-dimethoxyphenyl)methyl-methyl-amino]-6-(2,8-dimethylimidazo[1,2-b]pyridazin-6-yl)-1-oxo-2-isoquinolyl]pyrrolidine-1-carboxylate COC1=C(C=CC(=C1)OC)CN(C=1C=C(C=C2C=CN(C(C12)=O)C1CN(CC1)C(=O)OC(C)(C)C)C=1C=C(C=2N(N1)C=C(N2)C)C)C